C12(CC3CC(CC(C1)C3)C2)P(C2=NC3=CC=CC=C3N=C2[P@](C(C)(CC(C)(C)C)C)C)C23CC1CC(CC(C2)C1)C3 2-[(diadamantan-1-yl)phosphino]-3-[(S)-methyl-(2,4,4-trimethylpentan-2-yl)phosphino]quinoxaline